8-methyl-2-((oxetan-3-ylthio)methyl)quinazolin-4(3H)-one CC=1C=CC=C2C(NC(=NC12)CSC1COC1)=O